Dimethyltetradecylamine Oxide C[N+](CCCCCCCCCCCCCC)(C)[O-]